FC1=C(C=CC(=C1)OC)S(=O)(=O)C1OC2(CC1N(C1CC3(COC3)C1)C)CCNCC2 ((2-fluoro-4-methoxyphenyl)sulfonyl)-N-methyl-N-(2-oxaspiro[3.3]hept-6-yl)-1-oxa-8-azaspiro[4.5]decan-3-amine